C(=O)[C@@H]1CC[C@H](CC1)C=1C=CC(=C(C#N)C1)OC 5-(trans-4-Formylcyclohexyl)-2-methoxybenzonitrile